CSC1=CC=C(C=C1)C=1NC(=C(C1)C(=O)NCCC)C1=CC=CC=C1 (4-(methylsulfanyl)phenyl)-5-phenyl-N-propylAzole-4-carboxamide